benzyl ((5-fluoro-1-(1-(cis-4-isopropylcyclohexyl) piperidin-4-yl)-3-((methoxyimino) methyl)-1H-indol-2-yl)methyl)carbamate FC=1C=C2C(=C(N(C2=CC1)C1CCN(CC1)[C@@H]1CC[C@@H](CC1)C(C)C)CNC(OCC1=CC=CC=C1)=O)C=NOC